4-((2'S,3S,4'R,5'R)-1-(4-(1H-tetrazol-5-yl)benzyl)-5-chloro-2'-neopentyl-4'-(2-(trifluoromethyl)phenyl)spiro[indoline-3,3'-pyrrolidine]-5'-carboxamido)-3-methoxybenzoic acid N1N=NN=C1C1=CC=C(CN2C[C@@]3([C@@H](N[C@H]([C@@H]3C3=C(C=CC=C3)C(F)(F)F)C(=O)NC3=C(C=C(C(=O)O)C=C3)OC)CC(C)(C)C)C3=CC(=CC=C23)Cl)C=C1